8-bromo-2-(1-isopropylpiperidin-4-ylamino)-4-(4-phenoxyphenylamino)pyrido[4,3-d]pyrimidin-5(6H)-one BrC1=CNC(C2=C1N=C(N=C2NC2=CC=C(C=C2)OC2=CC=CC=C2)NC2CCN(CC2)C(C)C)=O